CN1C(=C(C=C1C)C1=CC=CC=C1)C(C(=O)O)=NO (1,5-dimethyl-3-phenyl-1H-pyrrol-2-yl)-2-(hydroxyimino)acetic acid